5-(7-(4-(Azetidin-1-ylmethyl)phenyl)-6-methylimidazo[1,2-b]pyridazin-3-yl)-2-(pyrazin-2-yl)-1,8-naphthyridine N1(CCC1)CC1=CC=C(C=C1)C1=CC=2N(N=C1C)C(=CN2)C2=C1C=CC(=NC1=NC=C2)C2=NC=CN=C2